tri-lithium nitrilotriacetic acid N(CC(=O)O)(CC(=O)O)CC(=O)O.[Li].[Li].[Li]